6-((3-azabicyclo[4.1.0]heptan-3-yl)methyl)-2-(3-(3-((4-methyl-4H-1,2,4-triazol-3-yl)methyl)oxetan-3-yl)phenyl)-4-(trifluoromethyl)isoindolin-1-one C12CN(CCC2C1)CC1=CC(=C2CN(C(C2=C1)=O)C1=CC(=CC=C1)C1(COC1)CC1=NN=CN1C)C(F)(F)F